ClC1=C(C=CC(=C1)Cl)[C@@H](C)C=1N=CC=2N=C(N=C(C2N1)N)N1CC(C1)C1CNCCC1 [(1R)-1-(2,4-dichlorophenyl)ethyl]-2-[3-(piperidin-3-yl)azetidin-1-yl]-[1,3]diazino[5,4-d]pyrimidin-4-amine